magnesium methanolate C[O-].[Mg+2].C[O-]